4-thioidoxuridine [C@@H]1(C[C@H](O)[C@@H](CO)O1)N1C(=O)NC(=S)C(I)=C1